CC(=CCC1=C(C(=CC=C1)O)O)C The molecule is any member of the class of catechols that is catechol in which the hydrogen at position 3 is substituted by an all-trans-polyprenyl group.